N-[2-(3-Methylpyridin-2-yl)-[1,3]thiazolo[5,4-c]pyridin-6-yl]-5-(morpholin-4-yl)-6-[(pyrrolidin-1-yl)methyl]pyridin-2-amine CC=1C(=NC=CC1)C=1SC=2C=NC(=CC2N1)NC1=NC(=C(C=C1)N1CCOCC1)CN1CCCC1